ClC=1C=C2CO[C@]3(O[C@@H]([C@H]([C@@H]([C@H]3O)O)O)C)C2=CC1C(=O)C1=CC=C(C=C1)C(F)(F)F ((1S,3'R,4'S,5'S,6'R)-5-Chloro-3',4',5'-trihydroxy-6'-methyl-3',4',5',6'-tetrahydro-3H-spiro-[isobenzofuran-1,2'-pyran]-6-yl)(4-(trifluoromethyl)phenyl)keton